1H-imidazol-2-yl-(benzyl)-3-iodo-6,7-dihydropyrazolo[1,5-a]pyrimidin-5(4H)-one N1C(=NC=C1)N1C=2N(CCC1=O)N=C(C2I)CC2=CC=CC=C2